ClC=1C=C(CNC(CC2C(NC3=C(S2)N=CC=C3)=O)=O)C=CC1 N-(3-chlorobenzyl)-2-(2-oxo-2,3-dihydro-1H-pyrido[2,3-b][1,4]thiazin-3-yl)acetamide